ClC=1C=C(OC2CCC(CC2)NC(=O)C=2N=NC(=CC2)N2CCC(CC2)N2CCN(CC2)CC=2C=C3C(N(C(C3=C(C2)F)=O)C2C(NC(CC2)=O)=O)=O)C=CC1C#N N-((1r,4r)-4-(3-chloro-4-cyanophenoxy)cyclohexyl)-6-(4-(4-((2-(2,6-dioxopiperidin-3-yl)-7-fluoro-1,3-dioxoisoindolin-5-yl)methyl)piperazin-1-yl)piperidin-1-yl)pyridazine-3-carboxamide